1,1-Dioxothiacyclohexane-3-carboxylic acid O=S1(CC(CCC1)C(=O)O)=O